Cytosine Phosphate P(=O)(O)(O)O.N1C(=O)N=C(N)C=C1